2,2-bis{3-cyclohexyl-4-(2-hydroxyethoxy)phenyl}propane C1(CCCCC1)C=1C=C(C=CC1OCCO)C(C)(C)C1=CC(=C(C=C1)OCCO)C1CCCCC1